11,11-difluoro-2-(methylamino)octadecane-3,5-diol FC(CCCCCC(CC(C(C)NC)O)O)(CCCCCCC)F